C[C@H]\1C(NC=2C=NN(C2C=2C=CN=C([C@H](C/C=C1)NC(OCC1=CC=CC=C1)=O)C2)COCC[Si](C)(C)C)=O benzyl N-[(9R,10E,13S)-9-methyl-8-oxo-3-{[2-(trimethylsilyl) ethoxy]methyl}-3,4,7,15-tetraazatricyclo[12.3.1.02,6]octadeca-1(18),2(6),4,10,14,16-hexaen-13-yl]carbamate